C1=CC=CC=2C3=CC=CC=C3N(C12)C1=CC=C(NC2=CC=CC=C2)C=C1 4-(9H-carbazol-9-yl)-N-phenylaniline